2,6,7-trioxa-1-phosphabicyclo(2.2.2)octane-4-methanol-1-oxide P12(OCC(CO1)(CO2)CO)=O